FC=1C(=NC(=NC1)N[C@H]1[C@@H](COCC1)O)C=1C=C(C=2N(C1)C(=C(N2)C(C)O)C2=CSC=C2)F (3S,4R)-4-((5-fluoro-4-(8-fluoro-2-(1-hydroxyethyl)-3-(thiophen-3-yl)imidazo[1,2-a]pyridin-6-yl)pyrimidin-2-yl)amino)tetrahydro-2H-pyran-3-ol